O=C[C@H](O)[C@@H](O)[C@H](O)[C@H](O)C=O glucodialdose